O=C1N(CCC2=CC=CC=C12)C(C(=O)O)CC1=CC=CC=C1 2-(1-oxo-3,4-dihydroisoquinolin-2(1H)-yl)-3-phenylpropanoic acid